6,7-dimethyl-2-phenyl-3-(trifluoromethyl)isoquinolin-1(2H)-one CC=1C=C2C=C(N(C(C2=CC1C)=O)C1=CC=CC=C1)C(F)(F)F